(4aR,8aS)-6-(3-(4-Hydroxy-2-(trifluoromethyl)phenethyl)azetidin-1-carbonyl)hexahydro-2H-pyrido[4,3-b][1,4]oxazin-3(4H)-on OC1=CC(=C(CCC2CN(C2)C(=O)N2C[C@@H]3[C@@H](OCC(N3)=O)CC2)C=C1)C(F)(F)F